4-chloro-N-(2-chloro-5-(trifluoromethyl)pyridin-3-yl)butanamide ClCCCC(=O)NC=1C(=NC=C(C1)C(F)(F)F)Cl